3-(N-methylsulfamoyl)phenyl-(carbamoyl)-1H-imidazole 3-oxide CNS(=O)(=O)C=1C=C(C=CC1)C=1N(C=C[N+]1[O-])C(N)=O